2-(2-(2-hydroxyethoxy)ethoxy)benzophenone OCCOCCOC1=C(C(=O)C2=CC=CC=C2)C=CC=C1